NC1=C2C(=NC=N1)N(N=C2C#CC2=C(C1=C(N(C(=N1)C)CC)C=C2F)F)[C@H]2C[C@@H](N(C2)C(=O)OC(C)(C)C)COC (2R,4S)-tert-butyl 4-(4-amino-3-((1-ethyl-4,6-difluoro-2-methyl-1H-benzo[d]imidazol-5-yl)ethynyl)-1H-pyrazolo[3,4-d]pyrimidin-1-yl)-2-(methoxymethyl)pyrrolidine-1-carboxylate